(S)-N-((S)-1-(4-(4-isopropyl-5-(8-methyl-[1,2,4]triazolo[1,5-a]pyridin-6-yl)-1H-pyrazol-3-yl)phenyl)ethyl)-N,1-dimethylazetidine-2-carboxamide C(C)(C)C=1C(=NNC1C=1C=C(C=2N(C1)N=CN2)C)C2=CC=C(C=C2)[C@H](C)N(C(=O)[C@H]2N(CC2)C)C